[Si](C)(C)(C(C)(C)C)OCCOC1(NC=CC=C1[N+](=O)[O-])Cl 2-((tert-butyldimethylsilyloxy)ethoxy)-2-chloro-3-nitropyridine